NC=1C2=C(N=CN1)N(C=C2C2=C(C=C(C=C2)C2CCN1N(C(C(=C12)C(=O)N)=O)C1=CC=CC=C1)F)C1CN(C1)C(C(C)C)=O (4-(4-amino-7-(1-isobutyrylazetidin-3-yl)-7H-pyrrolo[2,3-d]pyrimidin-5-yl)-3-fluorophenyl)-2-oxo-1-phenyl-2,4,5,6-tetrahydro-1H-pyrrolo[1,2-b]pyrazole-3-carboxamide